C(#N)C1CC2(C1)CC(N(CC2)CC2=C1C=CNC1=C(C=C2OC)C)C2=C(C=C(C(=O)NCC1COC1)C=C2)F 4-(2-cyano-7-((5-methoxy-7-methyl-1H-indol-4-yl)methyl)-7-azaspiro[3.5]nonan-6-yl)-3-fluoro-N-(oxetan-3-ylmethyl)benzamide